7-Isopropoxy-2-(1-methyl-2-oxabicyclo[2.2.2]octan-4-yl)imidazo[1,2-a]pyridine-6-carboxylic acid C(C)(C)OC1=CC=2N(C=C1C(=O)O)C=C(N2)C21COC(CC2)(CC1)C